4-((1-(4-(2-(2-aminopyridin-3-yl)-5-(2,4-difluorophenyl)-3H-imidazo[4,5-b]pyridin-3-yl)benzyl)piperidin-4-yl)amino)pyrimidine-2-carbonitrile NC1=NC=CC=C1C1=NC=2C(=NC(=CC2)C2=C(C=C(C=C2)F)F)N1C1=CC=C(CN2CCC(CC2)NC2=NC(=NC=C2)C#N)C=C1